N-(2-(tert-butyldimethylsilyloxy)ethyl)-2-methylpropan-2-amine [Si](C)(C)(C(C)(C)C)OCCNC(C)(C)C